(2R)-2-methyl-4-oxo-5-({[(cis)-4-phenylcyclohexyl]oxy}methyl)pyrrolidine-1,3-dicarboxylic acid 1-benzyl 3-methyl ester COC(=O)C1[C@H](N(C(C1=O)CO[C@@H]1CC[C@@H](CC1)C1=CC=CC=C1)C(=O)OCC1=CC=CC=C1)C